C1(=CC=CC=C1)P(C1=CC=CC=C1)C[C@H]1NCCC1 (S)-2-(Diphenylphosphinomethyl)pyrrolidine